ClC1=NC=C2C=C(C=NC2=C1)C=1C(=CC(=NC1)C(CC)=O)C 1-[5-(7-chloro-1,6-naphthyridin-3-yl)-4-methylpyridin-2-yl]propan-1-one